D-Galactose 4-sulfate S(=O)(=O)(O)O[C@H]([C@@H]([C@H](C=O)O)O)[C@H](O)CO